3-(pyridin-2-yl)-1,3,5-triazinane-2,4,6-trione N1=C(C=CC=C1)N1C(NC(NC1=O)=O)=O